ClC1=C(C=CC(=C1)F)NC=1C(C(C1NCC1=NC=C(C=C1)C1=NOC(=N1)C(F)(F)F)=O)=O 3-((2-chloro-4-fluorophenyl)amino)-4-(((5-(5-(trifluoromethyl)-1,2,4-oxadiazol-3-yl)pyridin-2-yl)methyl)amino)cyclobut-3-ene-1,2-dione